CC1=C(C=2N(N=C1C=1NC3=CC=C(C=C3C1C(C)C)C1CCN(CC1)CC(=O)NC)N=CN2)C 2-(4-(2-(7,8-dimethyl-[1,2,4]triazolo[1,5-b]pyridazin-6-yl)-3-isopropyl-1H-indol-5-yl)piperidin-1-yl)-N-methylacetamide